3-[(3R)-3-amino-8-fluoro-1,1,4-trioxo-5-[[4-(1,1,2,2-tetrafluoroethoxy)phenyl]methyl]-2,3-dihydro-1lambda6,5-benzothiazepin-7-yl]-N,N-dimethyl-1,2,4-oxadiazole-5-carboxamide N[C@H]1CS(C2=C(N(C1=O)CC1=CC=C(C=C1)OC(C(F)F)(F)F)C=C(C(=C2)F)C2=NOC(=N2)C(=O)N(C)C)(=O)=O